C(C)C(C(CCC)CCC)CCCC 5-ethyl-4-propyl-nonane